O=C1NC(CCC1N1C(N(C2=C1C=CC(=C2)C2CCN(CC2)CCC(=O)OC(C)(C)C)C)=O)=O Tert-butyl 3-[4-[1-(2,6-dioxopiperidin-3-yl)-3-methyl-2-oxo-1,3-benzodiazol-5-yl]piperidin-1-yl]propanoate